(R)-1-(3-(methoxymethyl)phenyl)-5-methylimidazolidin-2-one COCC=1C=C(C=CC1)N1C(NC[C@H]1C)=O